(R)-2-(trifluoroacetyl)aminopropanol FC(C(=O)N[C@@H](CO)C)(F)F